BrC1=C(C(=CC(=C1)C1(CCCCC1)OC)F)OC 1-bromo-3-fluoro-2-methoxy-5-(1-methoxycyclohexyl)benzene